C(=C)OC1=C(C=CC=C1)OC=C 1,2-divinyloxybenzene